C1(=CC=CC=C1)C1=NOC(C1)C(=O)N 3-PHENYLISOXAZOLINE-5-CARBOXAMIDE